4-(2-(benzofuran-6-yl)-4-(2-((2-chloro-4-(trifluoromethyl)phenyl)amino)-2-oxoethyl)-5-ethyl-7-oxo-4,7-dihydropyrazolo[1,5-a]pyrimidin-6-yl)piperazine-1-carboxylic acid tert-butyl ester C(C)(C)(C)OC(=O)N1CCN(CC1)C1=C(N(C=2N(C1=O)N=C(C2)C2=CC1=C(C=CO1)C=C2)CC(=O)NC2=C(C=C(C=C2)C(F)(F)F)Cl)CC